CC1=NNC(=C1)OC(=O)N1CCN(CC1)CCO.CO\C(\C(C(F)(F)F)(F)F)=C(/C(C(C(F)(F)F)(F)F)(F)F)\F 3-methoxy-(E)-perfluoro-3-heptene 3-methyl-1H-pyrazol-5-yl-4-(2-hydroxyethyl)piperazine-1-carboxylate